BrC1OCCCCO1 2-bromo-1,3-dioxacycloheptane